CN1C(N(C2=C1C=C(C=C2)C#CCN2CCNCC2)N2C(CCCC2=O)=O)=O (3-methyl-2-oxo-5-(3-(piperazin-1-yl)prop-1-yn-1-yl)-2,3-dihydro-1H-benzo[d]imidazol-1-yl)piperidine-2,6-dione